3-(1-Benzofuran-5-yl)-N6-(1,3-dimethyl-1H-pyrazol-4-yl)-1-(2,2,2-trifluoroethyl)-1H-pyrazolo[3,4-d]pyrimidine-4,6-diamine di(trifluoroacetate) FC(C(=O)O)(F)F.FC(C(=O)O)(F)F.O1C=CC2=C1C=CC(=C2)C2=NN(C1=NC(=NC(=C12)N)NC=1C(=NN(C1)C)C)CC(F)(F)F